ClC1=CC2=CC=CC=3C(N(C(=N1)C32)CC3=CC=C(C=C3)OC)=O 10-chloro-2-[(4-methoxyphenyl)methyl]-2,11-diazatricyclo[6.3.1.04,12]dodeca-1(11),4(12),5,7,9-pentaen-3-one